3-amino-1-[2-(2-ethoxypyridin-3-yl)-1'-[6-methoxy-2-(trifluoromethyl)pyridin-3-yl]spiro[6,8-dihydro-1,7-naphthyridine-5,4'-piperidine]-7-yl]propan-1-one NCCC(=O)N1CC2(CCN(CC2)C=2C(=NC(=CC2)OC)C(F)(F)F)C=2C=CC(=NC2C1)C=1C(=NC=CC1)OCC